O1COC2=C1C=CC(=C2)\C=C/2\C(=C(C1=CC(=C(C=C21)OC)OC)CC(=O)O)C (Z)-2-(1-(benzo[d][1,3]dioxol-5-ylmethylene)-5,6-dimethoxy-2-methyl-1H-inden-3-yl)acetic acid